C(C1=CC=CC=C1)N1C(C(N(C=2C(NC(=NC12)N)=O)C)=O)CC 8-Benzyl-7-ethyl-5-methyl-6-oxo-5,6,7,8-tetrahydropterin